C(C)OC(C(C1=C2N(C=N1)C[C@@H](C2)F)N2N=C1C(=C(C=C(C1=C2)C)C2=CC=C(C=C2)[C@H]2[C@@H](CN(CC2)CC)F)C)=O 2-(6-(4-((3S,4S)-1-ethyl-3-fluoropiperidin-4-yl)phenyl)-4,7-dimethyl-2H-indazole-2-yl)-2-((R)-6-fluoro-6,7-dihydro-5H-pyrrolo[1,2-c]Imidazol-1-yl)acetic acid ethyl ester